2-(5,6-dichloro-9-(1-(tetrahydro-2H-pyran-2-yl)-1H-pyrazol-4-yl)-2,3-dihydro-1H-pyrrolo[1,2-a]indol-1-yl)ethan-1-ol ClC1=C(C=CC=2C(=C3N(C12)CCC3CCO)C=3C=NN(C3)C3OCCCC3)Cl